CN1CCNC2=CC(=CC=C12)C=1C=NN(C1)C 1-methyl-6-(1-methyl-1H-pyrazol-4-yl)-1,2,3,4-tetrahydroquinoxaline